(S)-5-((1-(4-(2-((Dimethylamino)methyl)pyrrolidin-1-yl)phenyl)-1H-imidazol-4-yl)amino)pyrazine-2-carbonitrile CN(C)C[C@H]1N(CCC1)C1=CC=C(C=C1)N1C=NC(=C1)NC=1N=CC(=NC1)C#N